3-acetyl-8-bromo-5-chloro-2-(((6-chloropyridin-3-yl)methyl)sulfinyl)quinolin-4(1H)-one C(C)(=O)C1=C(NC2=C(C=CC(=C2C1=O)Cl)Br)S(=O)CC=1C=NC(=CC1)Cl